ClC1=CC=C2C(=CNC2=C1C1=NC=CC=C1C)S(=O)(=O)NC1=NC(=C(C(=N1)OC)OC(F)F)OC 6-chloro-N-[5-(difluoromethoxy)-4,6-dimethoxy-pyrimidin-2-yl]-7-(3-methyl-2-pyridinyl)-1H-indole-3-sulfonic acid amide